tert-Butyl (±)-trans-3-hydroxy-4-phenylpyrrolidine-1-carboxylate O[C@@H]1CN(C[C@H]1C1=CC=CC=C1)C(=O)OC(C)(C)C |r|